FC(C(=O)O)(F)F.NCCCC=1SC(=C(N1)C=1C(=C(C=CC1)NS(=O)(=O)C1=C(C=CC(=C1)F)F)F)C1=NC(=NC=C1)N N-{3-[2-(3-aminopropyl)-5-(2-aminopyrimidin-4-yl)-thiazol-4-yl]-2-fluorophenyl}-2,5-difluorobenzenesulfonamide trifluoroacetate